1,6-dioxo-2,5,11,13-tetraazaheptadecan-17-oate O=CNCCNC(CCCCNCNCCCC(=O)[O-])=O